6-fluoro-N-((3s,4r)-3-fluoro-1-(3-methyloxetan-3-yl)piperidin-4-yl)-5-(imidazo[1,2-a]pyrimidin-6-yl)-4-methoxypyrrolo[2,1-f][1,2,4]triazin-2-amine FC=1C(=C2C(=NC(=NN2C1)N[C@H]1[C@H](CN(CC1)C1(COC1)C)F)OC)C=1C=NC=2N(C1)C=CN2